(6,8-difluoro-3,4-dihydronaphthalen-1-yl) trifluoromethanesulfonate FC(S(=O)(=O)OC1=CCCC2=CC(=CC(=C12)F)F)(F)F